The molecule is an O-sulfoamino acid consisting of methyl L-tyrosinate in which the hydrogen of the phenolic hydroxy group has been replaced by a sulfo group. It is an O-sulfoamino acid, a methyl ester and a L-tyrosine derivative. It derives from a methyl L-tyrosinate. It is a conjugate acid of a L-tyrosine methyl ester 4-sulfate(1-). COC(=O)[C@H](CC1=CC=C(C=C1)OS(=O)(=O)O)N